BrC=1C=C2C(=CNC2=C(C1)N(C)C)C(=O)OC methyl 5-bromo-7-(dimethylamino)-1H-indole-3-carboxylate